(S)-3-chloro-5-fluoro-N-(6-(2-(isopropylamino)-2-oxoethyl)-6-azaspiro[2.5]oct-1-yl)benzamide ClC=1C=C(C(=O)N[C@H]2CC23CCN(CC3)CC(=O)NC(C)C)C=C(C1)F